C1(CC1)N1N=C(C=C1)C=1C=C(COCC2=CC(=CC(=N2)NC(OC(C)(C)C)=O)F)C=C(C1OC)[N+](=O)[O-] Tert-butyl (6-(((3-(1-cyclopropyl-1H-pyrazol-3-yl)-4-methoxy-5-nitrobenzyl)oxy)methyl)-4-fluoropyridin-2-yl)carbamate